FC1=C(C=C(C=C1)NC(N([C@@H](C)C1=CNC(C2=CC=CC=C12)=O)C)=O)C(F)(F)F (S)-3-(4-fluoro-3-(trifluoromethyl)phenyl)-1-methyl-1-(1-(1-oxo-1,2-dihydroisoquinolin-4-yl)ethyl)urea